[Na].C(CCC)C1=C(O)C=CC=C1O n-Butyl-Resorcinol sodium